C(C)C(C#N)N1CCCC1 α-ethyl-1-pyrrolidineacetonitrile